N-(2,4-dimethoxybenzyl)-2,4-difluoro-N-(pyrimidin-4-yl)benzenesulfonamide COC1=C(CN(S(=O)(=O)C2=C(C=C(C=C2)F)F)C2=NC=NC=C2)C=CC(=C1)OC